2,4,5-trifluorophenyl-butanoic acid FC1=C(C=C(C(=C1)F)F)C(C(=O)O)CC